C(C=C)(=O)N1CCN(CC1)C1=CC(=NC=2CN(CCC12)C1=CC=CC2=CC=CC=C12)C(=O)NC[C@@H]1N(CCC1)C |r| rac-4-(4-acryloylpiperazin-1-yl)-N-((1-methylpyrrolidin-2-yl)methyl)-7-(naphthalen-1-yl)-5,6,7,8-tetrahydro-1,7-naphthyridine-2-carboxamide